1-(5-((4-((4-(4-chlorophenyl)-6,6-dimethyl-5,6-dihydro-2H-pyran-3-yl)methyl)piperazin-1-yl)methyl)-1-oxoisoindolin-2-yl)dihydropyrimidine-2,4(1H,3H)-dione ClC1=CC=C(C=C1)C1=C(COC(C1)(C)C)CN1CCN(CC1)CC=1C=C2CN(C(C2=CC1)=O)N1C(NC(CC1)=O)=O